BrC=1C=C2C=C(C=NC2=CC1)C(=O)NC1=NC(=CC=C1)C1=NN=CN1C1CC1 6-bromo-N-(6-(4-cyclopropyl-4H-1,2,4-triazol-3-yl)pyridin-2-yl)quinoline-3-carboxamide